6-chloro-2-(1,3,4-oxadiazol-2-yl)-1-isopropyl-1H-indole-3-carbaldehyde ClC1=CC=C2C(=C(N(C2=C1)C(C)C)C=1OC=NN1)C=O